P(=O)(OC[C@]1(O[C@H]([C@@H]([C@@H]1O)O)C1=CC=C2C(=NC=NN21)N)C#N)(OC[C@@H](CCCCCCCCCCCCCCCCC)OCC2=CC(=CC(=C2)F)C#N)O ((2R,3S,4R,5S)-5-(4-aminopyrrolo[2,1-f][1,2,4]triazin-7-yl)-2-cyano-3,4-dihydroxytetrahydrofuran-2-yl)methyl ((R)-2-((3-cyano-5-fluorobenzyl)oxy) nonadecyl) hydrogen phosphate